C(OC1CCNC1)([2H])([2H])[2H] 4-(methoxy-d3)pyrrolidin